[Al+3].[Al+3].[Al+3].P(=O)(O)(O)CN(CCN(CCN(CP(=O)(O)O)CP(=O)(O)O)CP([O-])([O-])=O)CP(=O)(O)O [bis[2-[bis(phosphonomethyl)amino]ethyl]amino]methylphosphonic acid trialuminum salt